FC=1C(=C(C=C(C1)C1(COC1)C)B(O)O)OC (3-fluoro-2-methoxy-5-(3-methyloxetan-3-yl)phenyl)boronic acid